2,5-di-n-propylphenol C(CC)C1=C(C=C(C=C1)CCC)O